C(CC)C1=CC(OC1)=O 4-n-propyl-2(5H)-furanone